2-((S)-4-(2-(((S)-4,4-difluoro-1-methylpyrrolidin-2-yl)methoxy)-7-(naphthalen-1-ylmethyl)imidazo[2,1-f][1,2,4]Triazin-4-yl)piperazin-2-yl)acetonitrile FC1(C[C@H](N(C1)C)COC1=NN2C(C(=N1)N1C[C@@H](NCC1)CC#N)=NC=C2CC2=CC=CC1=CC=CC=C21)F